C12(CC(C1)C2)N2[C@@H](C=1NC3=CC=CC=C3C1C[C@H]2CC)C2=C(C=C(C=C2F)/C=C/C(=O)OC)F (E)-methyl 3-(4-((1R,3R)-2-(bicyclo[1.1.1]pentan-1-yl)-3-ethyl-2,3,4,9-tetrahydro-1H-pyrido[3,4-b]indol-1-yl)-3,5-difluorophenyl)acrylate